2,2-dimethyl-6-(1-methyl-1H-pyrazol-4-yl)-2,3-dihydrobenzofuran-5-amine CC1(OC2=C(C1)C=C(C(=C2)C=2C=NN(C2)C)N)C